ethyl 2-(4-(1-((tert-butoxycarbonyl)amino)cyclopropyl)-2-fluorophenyl)benzo[d]imidazo[2,1-b]thiazole-7-carboxylate C(C)(C)(C)OC(=O)NC1(CC1)C1=CC(=C(C=C1)C=1N=C2SC3=C(N2C1)C=CC(=C3)C(=O)OCC)F